CS(=O)(=O)OC(C)C1CC(C1)(F)F 1-(3,3-Difluorocyclobutyl)ethyl methanesulfonate